Cl.C1(=CC=CC=C1)C1(CCC1)N 1-phenylcyclobutan-1-amine-hydrochloride salt